Cl.CC(CC)(N)C dimethylpropan-1-amine HCl salt